methyl [(1R,5S,6S)-3-benzyl-3-azabicyclo[3.1.0]hex-6-yl]acetate C(C1=CC=CC=C1)N1C[C@@H]2C([C@@H]2C1)CC(=O)OC